FC1(CCC(CC1)C1=C(C=C2C(=NC(N3C2=C1SC[C@@H]3COC)=O)N3C[C@@H](N[C@@H](C3)C)C)C(F)(F)F)F (S)-10-(4,4-difluorocyclohexyl)-7-((3S,5R)-3,5-dimethylpiperazin-1-yl)-3-(methoxymethyl)-9-(trifluoromethyl)-2,3-dihydro-5H-[1,4]thiazino[2,3,4-ij]quinazolin-5-one